1,7-bis(4-hydroxy-3-methoxyphenyl)-hepta-1,6-diene-3,5-dione OC1=C(C=C(C=C1)C=CC(CC(C=CC1=CC(=C(C=C1)O)OC)=O)=O)OC